C(C1=CC=CC=C1)OC1=NC(=CC=C1C1=NN(C2=CC(=CC=C12)N1CCN(CC1)C(=O)[C@@H]1[C@H](CN(CC1)C(=O)OC(C)(C)C)C)C)OCC1=CC=CC=C1 tert-butyl (3R,4S)-4-(4-(3-(2,6-bis(benzyloxy)pyridin-3-yl)-1-methyl-1H-indazol-6-yl)piperazine-1-carbonyl)-3-methylpiperidine-1-carboxylate